Methyl-1H-pyrrolo[2,3-b]pyridine-1-carboxylic acid tert-butyl ester C(C)(C)(C)OC(=O)N1C(=CC=2C1=NC=CC2)C